D-glucosyl-N-methylpropylamide C1([C@H](O)[C@@H](O)[C@H](O)[C@H](O1)CO)C(CC)[N-]C